2,4-bis(furfurylamino)-5-aminosulfonylbenzoic acid C(C1=CC=CO1)NC1=C(C(=O)O)C=C(C(=C1)NCC1=CC=CO1)S(=O)(=O)N